C(C=C)(=O)[O-].[V+5].C(C=C)(=O)[O-].C(C=C)(=O)[O-].C(C=C)(=O)[O-].C(C=C)(=O)[O-] vanadium acrylate salt